ClC=1C=C(C(=O)N2CC=3C(=NN4C3C(N([C@H](C4)C)CC4=CC=C(C=C4)OC(F)F)=O)C[C@H]2C)C=CC1Cl (3R,8S)-2-(3,4-dichlorobenzoyl)-9-(4-(difluoromethoxy)benzyl)-3,8-dimethyl-1,2,3,4,8,9-hexahydropyrido[4',3':3,4]pyrazolo[1,5-a]pyrazin-10(7H)-one